FC1=CC=C(C=C1)[C@H]1NCC[C@H](C1)N(C(OC(C)(C)C)=O)C tert-Butyl ((2S,4R)-2-(4-fluorophenyl)piperidin-4-yl)(methyl)carbamate